ClC1=CC=C(S1)C=1N=C(SC1)NC1=CC=CC=C1 (5-chlorothien-2-yl)-N-phenylthiazol-2-amine